ClC=1C(=C(C2=C(N(CCO2)CCOC)C1)C(=O)O)F 6-Chloro-7-fluoro-4-(2-methoxyethyl)-3,4-dihydro-2H-1,4-benzoxazine-8-carboxylic acid